C(C)(C)(C)C1=CC=C(C=C1)C1=C2C(=CC(=N1)Cl)N(N=C2)C 4-(4-(tert-butyl)phenyl)-6-chloro-1-methyl-1H-pyrazolo[3,4-d]pyridine